3-(((3-(dimethylamino)propoxy)carbonyl)oxy)-13-(octanoyl oxy)tridecyl 3-octylundecanoate C(CCCCCCC)C(CC(=O)OCCC(CCCCCCCCCCOC(CCCCCCC)=O)OC(=O)OCCCN(C)C)CCCCCCCC